C(C)(C)(C)N(C(O)=O)C1=CC(=NC(=C1)C(NC1(CC2=CC=CC=C2C1)C)=O)NC1=CC(=CC=C1)F.CSCCCN1N=CC=C1C(=O)N 2-(3-methylsulfanylpropyl)pyrazole-3-carboxamide Tert-butyl-(2-((3-fluorophenyl)amino)-6-((2-methyl-2,3-dihydro-1H-inden-2-yl)carbamoyl)pyridin-4-yl)carbamate